C(C)N([C@@H]1[C@@H](CC(C1)(C)C)OC=1C=C2CN(C(C2=CC1)=O)C1C(NC(CC1)=O)=O)CC 3-(5-(((1r,2s)-2-(diethylamino)-4,4-dimethylcyclopentyl)oxy)-1-oxoisoindolin-2-yl)piperidine-2,6-dione